[(9H-fluoren-9-ylmethoxy)carbonyl]-N6-(4-methylpiperazine-1-carbonyl)-L-lysine C1=CC=CC=2C3=CC=CC=C3C(C12)COC(=O)N[C@@H](CCCCNC(=O)N1CCN(CC1)C)C(=O)O